FC1=C(C=NS(=O)C(C)(C)C)C(=CC(=C1)C(F)(F)F)F N-(2,6-difluoro-4-(trifluoromethyl)benzylidene)-2-methylpropane-2-sulfinamide